1-(4-(((6-(3-(2-(4-((2-Oxa-6-azaspiro[3.3]heptan-6-yl)methyl)-3-methoxyphenyl)-3-chloropyridin-4-yl)-2-chlorophenyl)-2-methoxypyridin-3-yl)methyl)amino)piperidin-1-yl)ethan-1-one C1OCC12CN(C2)CC2=C(C=C(C=C2)C2=NC=CC(=C2Cl)C=2C(=C(C=CC2)C2=CC=C(C(=N2)OC)CNC2CCN(CC2)C(C)=O)Cl)OC